BrC=1C=C(C=CC1F)CCCO[Si](C)(C)C(C)(C)C 3-(3-bromo-4-fluoro-phenyl)propoxy-tert-butyl-dimethyl-silane